3-cyanobutyltriethoxysilan C(#N)C(CC[Si](OCC)(OCC)OCC)C